[Ru].[Pt].C(C1=CC=CC=C1)C1=C2NC=NC2=NC=N1 6-benzyl-purine platinum-ruthenium